OCCNC(C(C)(C)N1C(N(C2=C(C1=O)C(=C(S2)C=2OC=CN2)C)C[C@H](OC(C)C)C2=C(C=CC=C2)OC)=O)=O N-(2-hydroxyethyl)-2-[1-[(2R)-2-(2-methoxyphenyl)-2-(prop-2-yloxy)ethyl]-5-methyl-6-(1,3-oxazol-2-yl)-2,4-dioxo-1H,2H,3H,4H-thieno[2,3-d]pyrimidin-3-yl]-2-methylpropanamide